(2-acetylphenyl)boronic acid C(C)(=O)C1=C(C=CC=C1)B(O)O